3-isopropoxy-5-((3-(4-((2-(N-methylsulfamoyl)ethyl)amino)-4'-(trifluoromethyl)-[1,1'-biphenyl]-3-yl)-1H-pyrazol-1-yl)methyl)benzamide C(C)(C)OC=1C=C(C(=O)N)C=C(C1)CN1N=C(C=C1)C=1C=C(C=CC1NCCS(NC)(=O)=O)C1=CC=C(C=C1)C(F)(F)F